O=C1C(=C(C=NN1)NC1(CC1)C=1NC(C2=CC=C(C=C2C1)C1=NC=C(C=N1)C(F)(F)F)=O)C(F)(F)F 3-(1-((6-oxo-5-(trifluoromethyl)-1,6-dihydropyridazin-4-yl)amino)cyclopropyl)-6-(5-(trifluoromethyl)pyrimidin-2-yl)isoquinolin-1(2H)-one